FC=1C=C(C=CC1F)C(=O)N1CCCCC1 1-[(3,4-difluorophenyl)carbonyl]piperidin